6-Methoxy-1,2,3,4,4a,9b-Hexahydro-1,4-methanodibenzo[b,d]furan COC1=CC=CC=2C3C(OC21)C2CCC3C2